(S)-1-(4-bromo-2-fluorophenyl)-2,2,2-trifluoro-N-methylethan-1-amine BrC1=CC(=C(C=C1)[C@@H](C(F)(F)F)NC)F